FC(C(=O)O)(F)F.COC1=CC(=C(C=C1OC)NC(=O)C=1OC2=CC=CC=C2C(C1)=O)C(NC1=CC=C(C=C1)CCNCCC1=CC=CC=C1)=O N-(4,5-dimethoxy-2-((4-(2-(phenethylamino)ethyl)phenyl)carbamoyl)phenyl)-4-oxo-4H-chromen-2-carboxamide trifluoroacetate salt